OCCC1=C(C=C(C=C1)Cl)[N+](=O)[O-] 4-(2-hydroxyethyl)-3-nitrochlorobenzene